tert-butyl 2-[4-[6-isopropoxy-5-[[6-(trifluoromethyl)pyridine-2-carbonyl]amino]indazol-2-yl]-1-piperidyl]acetate C(C)(C)OC=1C(=CC2=CN(N=C2C1)C1CCN(CC1)CC(=O)OC(C)(C)C)NC(=O)C1=NC(=CC=C1)C(F)(F)F